Cl.CN1N=C2C(=CC(=CC2=C1)C1=CC2=C(C=N1)N=C(S2)C2CCNCC2)C(F)(F)F 6-[2-Methyl-7-(trifluoromethyl)-2H-indazol-5-yl]-2-(piperidin-4-yl)[1,3]thiazolo[4,5-c]pyridin-Hydrochlorid